C(CC)(=O)O[C@@H]1[C@H](O[C@H]([C@]1(C)F)N1C2=NC(=NC(=C2N=C1)NC)NC(CC)=O)COC(CC1=CC=CC=C1)=O (2R,3R,4R,5R)-4-fluoro-4-methyl-5-(6-(methylamino)-2-propionamido-9H-purin-9-yl)-2-((2-phenylacetoxy)methyl)tetrahydrofuran-3-yl propionate